ClC=1C(=NC(=C(C1)C1=CC=C(C=C1)N1CCN(CC1)C[C@@H](C)OC)F)N (R)-3-chloro-6-fluoro-5-(4-(4-(2-methoxypropyl)piperazin-1-yl)phenyl)pyridin-2-amine